hexyl vinyl sulfide C(=C)SCCCCCC